3-{4-[4-(cyclopentyloxy)thiophen-3-yl]-1H-1,2,3-triazol-1-yl}piperidine-2,6-dione C1(CCCC1)OC=1C(=CSC1)C=1N=NN(C1)C1C(NC(CC1)=O)=O